5-amino-N3-(5-(2-(4-chlorophenyl)acetamido)-2-fluoropyridin-3-yl)-1-(methoxymethyl)-1H-pyrazole-3,4-dicarboxamide NC1=C(C(=NN1COC)C(=O)NC=1C(=NC=C(C1)NC(CC1=CC=C(C=C1)Cl)=O)F)C(=O)N